(5-bromo-4-methoxy-2-methylpyridin-3-yl)(tert-butoxycarbonyl)carbamic acid tert-butyl ester C(C)(C)(C)OC(N(C(=O)OC(C)(C)C)C=1C(=NC=C(C1OC)Br)C)=O